ClC1=NC(=CC2=C1CNC2=O)N(C)C2CC2 4-Chloro-6-(cyclopropyl(methyl)amino)-2,3-dihydro-1H-pyrrolo[3,4-c]pyridin-1-one